C1(CC1)NC(=O)C1=NC=C(N=C1)N1[C@@H](C2=C(CC1)NC=N2)C2=NN1C(C(=CC=C1)OC(F)F)=C2 (S)-N-cyclopropyl-5-(4-(4-(difluoromethoxy)pyrazolo[1,5-a]pyridin-2-yl)-1,4,6,7-tetrahydro-5H-imidazo[4,5-c]pyridin-5-yl)pyrazine-2-carboxamide